(Z)-3-(4-(benzylsulfanyl)pyridin-3-yl)-2-(5-bromo-1H-indol-3-yl)acrylonitrile C(C1=CC=CC=C1)SC1=C(C=NC=C1)\C=C(/C#N)\C1=CNC2=CC=C(C=C12)Br